F[P-](F)(F)(F)(F)F.Cl[P+](N1CCCC1)(N1CCCC1)N1CCCC1 chloro-tripyrrolidinylphosphonium hexafluorophosphate